ClC1=CC2=C(NC(=N2)NC(=O)C2(CCCCC2)C)C=C1Cl N-(5,6-dichloro-1H-benzo[d]imidazol-2-yl)-1-methylcyclohexane-1-carboxamide